[Cu].[Mg].[Al].[Zn] zinc-aluminum-magnesium-copper